BrC1=NC(=CC=C1NC(C1=C(C=C(C=C1)C(F)(F)F)NC1=C(C=C(C=C1)F)C)=O)OC N-(2-bromo-6-methoxypyridin-3-yl)-2-((4-fluoro-2-methylphenyl)amino)-4-(trifluoromethyl)benzamide